ethyl 2-{4-[(2-methyl-5-nitrophenyl)amino]-2-nitrophenyl}acetate CC1=C(C=C(C=C1)[N+](=O)[O-])NC1=CC(=C(C=C1)CC(=O)OCC)[N+](=O)[O-]